C(C)OC(CCNC(C(CC(C)C)N1C(C=C(C(=C1)CCCN(C)C)C(F)(F)F)=O)=O)=O 3-(2-(5-(3-(dimethylamino)propyl)-2-oxo-4-(trifluoromethyl)pyridin-1(2H)-yl)-4-methylpentanamido)propanoic acid ethyl ester